methyl 1-(5-((2-chloro-4-methylbenzyl)oxy)-2,3-dihydro-1H-inden-1-yl)azetidine-3-carboxylate ClC1=C(COC=2C=C3CCC(C3=CC2)N2CC(C2)C(=O)OC)C=CC(=C1)C